isopropyl 2-[1-(fluoromethyl)-2-oxabicyclo[2.1.1]hexan-4-yl]-7-isopropoxy-imidazo[1,2-a]pyrimidine-6-carboxylate FCC12OCC(C1)(C2)C=2N=C1N(C=C(C(=N1)OC(C)C)C(=O)OC(C)C)C2